BrC1=CC=C(CN(C(=O)[C@H]2CN(CCC2)C=2C=C(OC(C(=O)N3CCN(CC3)C(=O)OC(C)(C)C)(C)C)C=CC2F)C2CC2)C=C1 tert-butyl (R)-4-(2-(3-(3-((4-bromobenzyl)(cyclopropyl)carbamoyl)piperidin-1-yl)-4-fluorophenoxy)-2-methylpropanoyl)piperazine-1-carboxylate